ClC1=C2C(=NN(C2=CC=C1)S(=O)(=O)C1=CC=C(C=C1)C(C)(F)F)N1CC2C(C2CC1)(F)F 4-chloro-3-(7,7-difluoro-3-azabicyclo[4.1.0]heptan-3-yl)-1-[4-(1,1-difluoroethyl)phenyl]sulfonyl-indazole